NC=1N=NC(=CC1C=1C=NN(C1C)C1CCN(CC1)C(=O)OC(C)(C)C)Cl tert-butyl 4-(4-(3-amino-6-chloropyridazin-4-yl)-5-methyl-1H-pyrazol-1-yl)piperidine-1-carboxylate